3-(1-methyl-6-(4-(((3R,4S)-3-methylpiperidin-4-yl)methyl)piperazin-1-yl)-1H-indazol-3-yl)piperidine-2,6-dione CN1N=C(C2=CC=C(C=C12)N1CCN(CC1)C[C@@H]1[C@H](CNCC1)C)C1C(NC(CC1)=O)=O